C(C1=CC=CC=C1)N1/C(/OC=C1CO)=N/C(=O)C1=CNC2=NC=CC=C21 (Z)-N-(3-benzyl-4-(hydroxymethyl)oxazol-2(3H)-ylidene)-1H-pyrrolo[2,3-b]pyridine-3-carboxamide